7-((5-Bromo-2-chloropyrimidin-4-yl)amino)-1-(methylsulfonyl)indolin-4-ol BrC=1C(=NC(=NC1)Cl)NC1=CC=C(C=2CCN(C12)S(=O)(=O)C)O